C(CCC)[Sn](C1=CN=C2N1N=CC=C2)(CCCC)CCCC 3-(tributylstannyl)imidazo[1,2-b]Pyridazine